C(C)(C)(C)C1=CC=C(C=C1)[I+]C1=CC=C(C=C1)C(C)(C)C bis(p-tert-butylphenyl)iodonium